(2s,5s)-2-((tert-butyldimethylsilyloxy)methyl)-5-hydroxy-4-methyl-5,6-dihydropyridine-1(2H)-carboxylic acid tert-butyl ester C(C)(C)(C)OC(=O)N1[C@@H](C=C([C@@H](C1)O)C)CO[Si](C)(C)C(C)(C)C